Cl.COC([C@@H](NCCC=1SC=CC1)C1=C(C=CC=C1)Cl)=O (S)-2-(2-chlorophenyl)-2-((2-(thiophen-2-yl)ethyl)amino)acetic acid methyl ester hydrochloride